2-fluoro-N-(5-(hydroxymethyl)-2-phenyl-2H-indazol-3-yl)-5-(pyrimidin-2-yl)-4-(trifluoromethyl)benzamide FC1=C(C(=O)NC=2N(N=C3C=CC(=CC23)CO)C2=CC=CC=C2)C=C(C(=C1)C(F)(F)F)C1=NC=CC=N1